2,3-difluoropropyltriethoxysilane FC(C[Si](OCC)(OCC)OCC)CF